ClC1=CC=C(C=C1)N1N=C(C2=C1CC([C@H]2O)(F)F)C(F)(F)F (4S)-1-(4-chlorophenyl)-5,5-difluoro-3-(trifluoromethyl)-4,6-dihydro-cyclopenta[c]pyrazol-4-ol